COC=1C=C2C(=NC(=NC2=CC1OCCCCCCCN1CCN(CC1)C(C)=O)C)N[C@@H](C)C=1SC=C(C1)C1=C(C=CC=C1)CNC (S)-1-(4-(7-((6-methoxy-2-methyl-4-((1-(4-(2-((methylamino)methyl)phenyl)-thiophen-2-yl)ethyl)amino)quinazolin-7-yl)oxy)heptyl)piperazin-1-yl)ethan-1-one